CO[Si](CCCNCCNCCC[Si](OC)(OC)OC)(OC)OC N,N'-bis-[3-(trimethoxysilyl)propyl]ethylenediamine